2,5-bis(2-mercaptoethyl)-1,4-dithiane SCCC1SCC(SC1)CCS